CNC(=O)C1=CC=C2C=CC=CN12 N-methylindolizine-3-carboxamide